BrC1=CC=C(C=C1)C1=C(SC=C1)C(=O)O p-bromophenylthiophenic acid